OC(C)C=1C=C2N(C(C1C1=CC=CC=C1)=O)C(=CS2)C 7-(1-hydroxyethyl)-3-methyl-6-phenyl-5H-thiazolo[3,2-a]Pyridin-5-one